3-chloro-2-(4-methoxy-1H-1,2,3-triazol-2-yl)-5-nitropyridine ClC=1C(=NC=C(C1)[N+](=O)[O-])N1NC=C(N1)OC